phenyl(biphenylyl)anthracene-d8 Sodium [Na].C1(=CC=CC=C1)C1=C2C(=C(C(=C(C2=C(C=2C(=C(C(=C(C12)[2H])[2H])[2H])[2H])[2H])[2H])[2H])[2H])C1=C(C=CC=C1)C1=CC=CC=C1